N-(5-((3,4-dichlorophenoxy)methyl)-1,3,4-thiadiazol-2-yl)-4-(2-methoxyphenyl)-6-methylnicotinamide ClC=1C=C(OCC2=NN=C(S2)NC(C2=CN=C(C=C2C2=C(C=CC=C2)OC)C)=O)C=CC1Cl